(E)-N-[(2S,3R,4S,5R,6S)-6-(fluoromethyl)-3,4,5-trihydroxy-tetrahydropyran-2-yl]oxy-3-[4-[[2-(2-methyl-1H-indol-3-yl)ethylamino]methyl]phenyl]prop-2-enamide FC[C@@H]1[C@@H]([C@@H]([C@H]([C@@H](O1)ONC(\C=C\C1=CC=C(C=C1)CNCCC1=C(NC2=CC=CC=C12)C)=O)O)O)O